(2,2-Dimethyl-propyl)-6-pyridin-2-yl-N'-(2-trifluoromethyl-pyridin-4-yl)-[1,3,5]triazine-2,4-diamine CC(CNC1=NC(=NC(=N1)NC1=CC(=NC=C1)C(F)(F)F)C1=NC=CC=C1)(C)C